COC([C@H](CC1(CC1)C)NC(=O)OC(C(F)(F)C1=CC(=CC=C1)Cl)C1=CC=CC=C1)=O.C(=O)C1=C(C=CC2=C1C=C(O2)C(=O)NCCN2CCOCC2)O 4-formyl-5-hydroxy-N-(2-morpholinoethyl)benzofuran-2-carboxamide methyl-(2S)-2-(((2-(3-chlorophenyl)-2,2-difluoro-1-phenylethoxy)carbonyl)amino)-3-(1-methylcyclopropyl)propanoate